2-(3-chlorobenzyl)-N-(2-methoxybenzyl)-8-methyl-4,5-dihydro-2H-furo[2,3-g]indazole-7-carboxamide ClC=1C=C(CN2N=C3C4=C(CCC3=C2)OC(=C4C)C(=O)NCC4=C(C=CC=C4)OC)C=CC1